9-Fluoro-2-methyl-3-(3-(1,2,3,4-tetrahydroisoquinoline-2-carbonyl)phenyl)-5,6-dihydro-2H-2,6-methanobenzo[g][1,3,5]oxadiazocin-4(3H)-one FC1=CC2=C(C3NC(N(C(O2)(C3)C)C3=CC(=CC=C3)C(=O)N3CC2=CC=CC=C2CC3)=O)C=C1